(1H-imidazol-2-yl)-1-(benzenesulfonyl)-1H-indole N1C(=NC=C1)C=1N(C2=CC=CC=C2C1)S(=O)(=O)C1=CC=CC=C1